2-(4-bromo-5-(4-chlorophenyl)-2-oxo-2,3-dihydro-1H-imidazol-1-yl)acetic acid ethyl ester C(C)OC(CN1C(NC(=C1C1=CC=C(C=C1)Cl)Br)=O)=O